heptadecan-9-yl 8-((6-(furan-2-Carboxamido)-2-hydroxyhexyl)(6-oxo-6-(undecyloxy)hexyl)amino)octanoate O1C(=CC=C1)C(=O)NCCCCC(CN(CCCCCCCC(=O)OC(CCCCCCCC)CCCCCCCC)CCCCCC(OCCCCCCCCCCC)=O)O